CC(C(CON=[Si]=NOCC(=O)C)=O)C dimethyl-diacetoneoximinosilane